1,4-dihydro-quinolinone N1C(CCC2=CC=CC=C12)=O